FC=1C=C(C=C(C1OC1=CC=C(C=C1)F)F)S(=O)(=O)N1C2(CN(CC1CC2)C(=O)OCCOC)C(=O)OCC 1-ethyl 3-(2-methoxyethyl) 8-((3,5-difluoro-4-(4-fluoro-phenoxy)phenyl)sulfonyl)-3,8-diazabicyclo[3.2.1]octane-1,3-dicarboxylate